(R*)-(3-fluoro-11H-benzo[2,3][1,4]dioxepino[6,5-b]pyridin-11-yl)methanamine FC=1C=C2C(=NC1)[C@H](OC1=C(O2)C=CC=C1)CN |o1:7|